N,N'-(pentane-2,3-diyl)bis(N-acetyl-acetamide) CC(C(CC)N(C(C)=O)C(C)=O)N(C(C)=O)C(C)=O